thieno[2,3-c]pyridin-2-yl-boric acid S1C(=CC=2C1=CN=CC2)OB(O)O